FC1=C(C=CC(=C1)OC(C)C1=CC=CC=C1)C=1N=C(C2=C(N1)NC=C2)C=2CCNCC2 (2-fluoro-4-(1-phenylethoxy)phenyl)-4-(1,2,3,6-tetrahydropyridin-4-yl)-7H-pyrrolo[2,3-d]pyrimidine